1,1,1,3,3-Pentafluoro-3-(4-(trifluoromethyl)phenyl)propan-2-ol FC(C(C(C1=CC=C(C=C1)C(F)(F)F)(F)F)O)(F)F